3,5-di(1,1-dimethyl-ethyl)-4-hydroxybenzene methyl-propionate COC(CC)=O.CC(C)(C)C=1C=CC=C(C1O)C(C)(C)C